Cl.FC(C=1C=NC(=NC1)N1CCN(CC1)C1=NC=CC(=C1)OC[C@H](C)N)(F)F (S)-1-((2-(4-(5-(trifluoromethyl)pyrimidin-2-yl)piperazin-1-yl)pyridin-4-yl)oxy)propan-2-amine hydrochloride